sulfur lithium phosphate P(=O)([O-])([O-])[O-].[Li+].[S+2]